2,5-bis-isocyanato-norbornane N(=C=O)C1C2CC(C(C1)C2)N=C=O